4-((4-cyano-2-fluorophenoxy)methyl)pyridine C(#N)C1=CC(=C(OCC2=CC=NC=C2)C=C1)F